tert-butyl ((cis)-2-aminocyclopropyl)carbamate N[C@@H]1[C@@H](C1)NC(OC(C)(C)C)=O